4-[[(2S,3R,4S,5R)-3-(3,4-difluoro-2-methoxy-phenyl)-4,5-dimethyl-5-(trifluoromethyl)tetrahydrofuran-2-carbonyl]amino]-5-fluoro-pyridine-2-carboxamide FC=1C(=C(C=CC1F)[C@@H]1[C@H](O[C@]([C@H]1C)(C(F)(F)F)C)C(=O)NC1=CC(=NC=C1F)C(=O)N)OC